(5-cyclohexylpentyl)(octyl)silane C1(CCCCC1)CCCCC[SiH2]CCCCCCCC